(S)-4,4-difluoro-2-(hydroxymethyl)pyrrolidine-1-carboxylic acid tert-butyl ester C(C)(C)(C)OC(=O)N1[C@@H](CC(C1)(F)F)CO